CN(CC(=O)O)C(=O)N The molecule is the N-carbamoyl derivative of sarcosine. It derives from a member of N-methylglycines. It is a conjugate acid of a N-carbamoylsarcosinate.